C(C)(C)(C)[Si](C1=CC=CC=C1)(C1=CC=CC=C1)OCC1CC(C1)N1N=C2C=C(C(=CC2=C1)[N+](=O)[O-])C(F)F tert-butyl-[[3-[6-(difluoromethyl)-5-nitro-indazol-2-yl]cyclobutyl]methoxy]-diphenyl-silane